(R)-8-acryloyl-4-chloro-1-((R)-4-(dimethylamino)-2,2-dimethylpyrrolidin-1-yl)-3-(2-fluoro-3-methylphenyl)-6,6a,7,8,9,10-hexahydro-12H-pyrazino[2,1-c]pyrido[3,4-f][1,4]oxazepin-12-one C(C=C)(=O)N1C[C@@H]2COC3=C(C(N2CC1)=O)C(=NC(=C3Cl)C3=C(C(=CC=C3)C)F)N3C(C[C@H](C3)N(C)C)(C)C